C(C)C(COC(\C=C\C1=CC=C(C=C1)OC)=O)CCCC 2-ethylhexyl-(2E)-3-(4-methoxyphenyl)acrylate